3-(N-(2-(4-hydroxypiperidin-1-yl)-5-(trifluoromethyl)phenyl)sulfamoyl)-4-methoxybenzoic acid OC1CCN(CC1)C1=C(C=C(C=C1)C(F)(F)F)NS(=O)(=O)C=1C=C(C(=O)O)C=CC1OC